CC(CCC)C1=CC=C2C=C3CCC=C3C=C12 3-(pentan-2-yl)-6,7-dihydro-s-indacen